O1CCC(CC1)CNC(=O)C=1C2=C(N(N1)C1=C(C=C(C=C1)F)F)CC1C2C1 1-(2,4-Difluoro-phenyl)-3b,4,4a,5-tetrahydro-1H-cyclopropa[3,4]cyclopenta[1,2-c]pyrazole-3-carboxylic acid (tetrahydro-pyran-4-ylmethyl)-amide